C(C)(C)(C)OC1=CC=C(C=C1)N1C(C(=NC2=CC=CC=C12)C(=O)O)=O 1-(4-tert-butoxyphenyl)-2-oxo-1,2-dihydroquinoxaline-3-carboxylic acid